(6aR,8S)-2-bromo-8-hydroxy-5-(4-(trifluoromethyl)phenyl)-6a,7,8,9-tetrahydropyrido[3,2-e]pyrrolo[1,2-a]pyrazin-6(5H)-one BrC=1C=CC=2N(C([C@@H]3N(C2N1)C[C@H](C3)O)=O)C3=CC=C(C=C3)C(F)(F)F